3-(4-((2-fluoroethylamino)methyl)phenyl)isoxazol FCCNCC1=CC=C(C=C1)C1=NOC=C1